OC1=CC(=CC(=C1C1CCCC(=C1)C)OP(=O)(C)N[C@@H](C)C(=O)OC(C)C)CCCCC isopropyl (((6-hydroxy-5'-methyl-4-pentyl-1',2',3',4'-tetrahydro-[1,1'-biphenyl]-2-yl)oxy)(methyl)phosphoryl)-L-alaninate